(6-hydroxyhexyl)(methyl)carbamic acid tert-butyl ester C(C)(C)(C)OC(N(C)CCCCCCO)=O